BrC1=CC=CC=2N(C(NC21)=O)C2CCC(CC2)C(=O)NC2=CC(=C(C=C2)OC)OC 4-(4-bromo-2-oxo-2,3-dihydro-1H-1,3-benzodiazol-1-yl)-N-(3,4-dimethoxyphenyl)cyclohexane-1-carboxamide